[2H]C1=CC(=CC(=N1)C(=O)N)NC(=O)[C@H]1O[C@@]([C@@H]([C@@H]1C1=C(C(=C(C=C1)F)F)OC)C)(C(F)(F)F)C 6-Deuterio-4-[[(2S,3R,4R,5S)-3-(3,4-difluoro-2-methoxyphenyl)-4,5-dimethyl-5-(trifluoromethyl)tetrahydrofuran-2-carbonyl]amino]pyridin-2-carboxamid